C(CCCCCCCC(C)C)OCCO ethylene glycol monoisoundecyl ether